N1=CNC2=C1C=CC(=C2)C=O (E)-benzimidazole-5-carbaldehyde